N-(1,6-diethyl-9H-xanthen-9-yl)-2-oxo-6-(trifluoromethyl)-1,2-dihydropyridine-3-carboxamide C(C)C1=CC=CC=2OC3=CC(=CC=C3C(C12)NC(=O)C=1C(NC(=CC1)C(F)(F)F)=O)CC